ClC1=C(C=CC=C1)[C@H](C)NC1=C(C=C(C(=O)N[C@H](C)\C=C\S(=O)(=O)C)C=C1)C=1NC=CN1 4-(((S)-1-(2-Chlorophenyl)ethyl)amino)-3-(1H-imidazol-2-yl)-N-((R,E)-4-(methylsulfonyl)but-3-en-2-yl)benzamide